6-(4-chloro-3-(difluoromethoxy)phenyl)-3-methyl-1,3-dihydro-2H-imidazo[4,5-b]pyridin-2-one ClC1=C(C=C(C=C1)C=1C=C2C(=NC1)N(C(N2)=O)C)OC(F)F